(2-((tert-butoxycarbonyl)amino)pyrimidin-5-yl)boronic acid C(C)(C)(C)OC(=O)NC1=NC=C(C=N1)B(O)O